trans-4-(((trans-4-(6-Cyano-5-methoxypyridin-2-yl)cyclohexyl)methyl)(3-(2-cyclopropyloxazol-4-yl)phenyl)carbamoyl)cyclohexyl methylcarbamate CNC(O[C@@H]1CC[C@H](CC1)C(N(C1=CC(=CC=C1)C=1N=C(OC1)C1CC1)C[C@@H]1CC[C@H](CC1)C1=NC(=C(C=C1)OC)C#N)=O)=O